[Cl-].ClC(Cl)=[N+](C)C dichloromethylene-dimethyl-ammonium chloride